ethyl (2S,3R)-1-benzhydryl-3-(oxetan-3-yl)aziridine-2-carboxylate C(C1=CC=CC=C1)(C1=CC=CC=C1)N1[C@@H]([C@H]1C1COC1)C(=O)OCC